benzyl 4-(((6-bromo-4-fluoro-3-oxo-1,3-dihydroisobenzofuran-5-yl)oxy)methyl)-4-hydroxypiperidine-1-carboxylate BrC1=C(C(=C2C(OCC2=C1)=O)F)OCC1(CCN(CC1)C(=O)OCC1=CC=CC=C1)O